C[C@@H]1[C@@H](C(N(C2=C(O1)C=CC=N2)C)=O)NC(OC(C)(C)C)=O (2R,3S)-tert-butyl 2,5-dimethyl-4-oxo-2,3,4,5-tetrahydropyrido[3,2-b][1,4]oxazepin-3-ylcarbamate